C(C)(C)(C)C=1C=CC=2C(NS(C=3C=CC=C(NC(CC[C@H]4CC(N(C2N1)C4)(C)C)CCCC(=O)N(C)C)N3)(=O)=O)=O 4-[(14S)-8-tert-butyl-12,12-dimethyl-2,2,4-trioxo-2λ6-thia-3,9,11,18,23-pentaazatetracyclo[17.3.1.111,14.05,10]tetracosa-1(23),5(10),6,8,19,21-hexaen-17-yl]-N,N-dimethylbutanamide